C[C@]1(CN(CC1)C1=C(C=NC=C1C(=O)N1C(CCC1)C(C)C)C1=NC2=C(N1)C=CC=C2C)N (3S)-3-methyl-1-[3-(4-methyl-1H-1,3-benzodiazol-2-yl)-5-[2-(propan-2-yl)pyrrolidine-1-carbonyl]pyridin-4-yl]pyrrolidin-3-amine